FC([C@H](CC(F)(F)F)N=C=O)(F)F (2S)-1,1,1,4,4,4-hexafluoro-2-isocyanatobutane